isobutyl (R)-3-amino-2-(((benzyloxy)carbonyl)amino)propanoate NC[C@H](C(=O)OCC(C)C)NC(=O)OCC1=CC=CC=C1